BrC1=C(C=C(C=C1O)O)C=CC1=CC=C(O)C=C1 bromoresveratrol